ClC1=C(C(=CC=C1Cl)OC)[C@H]1C[C@H](N(CC1)C(=O)OC(C)(C)C)CC(=O)OC tert-butyl (2S,4R)-4-(2,3-dichloro-6-methoxyphenyl)-2-(2-methoxy-2-oxoethyl)piperidine-1-carboxylate